O1[C@@H](CC1)CN1C=NC=C1C=O 1-(((S)-oxetan-2-yl)methyl)-1H-imidazole-5-carbaldehyde